(8-(2,6-dimethylpyridin-3-yl)-5-(((5-fluoro-2,3-dihydrobenzofuran-4-yl)methyl)amino)imidazo[1,5-c]pyrimidin-1-yl)diethylphosphine oxide CC1=NC(=CC=C1C=1C=2N(C(=NC1)NCC1=C(C=CC3=C1CCO3)F)C=NC2P(CC)(CC)=O)C